BrC=1C=NC(=NC1)C1(CNC1)O 3-(5-bromopyrimidin-2-yl)azetidin-3-ol